CC1CC=C(NC1)C=1C=C2C=CC(NC2=CC1)=O 6-(5-Methyl-1,4,5,6-tetrahydropyridin-2-yl)quinolin-2(1H)-one